N1=CC(=CC=C1)N1C(C2(C3=C1C=NC=1C=C(C=CC31)F)CC(C2)C)=O pyridin-3-yl-7'-fluoro-3-methylspiro[cyclobutane-1,1'-pyrrolo[2,3-c]quinolin]-2'(3'H)-one